CS(=O)(=O)N1CCC(CC1)C1=CC=C(C=C1)C#C[Si](C)(C)C 1-(methylsulfonyl)-4-(4-((trimethylsilyl)ethynyl)phenyl)piperidine